(1R,6R,11S,16S)-4-benzyl-17-oxa-4,10-diazatetracyclo[8.7.0.01,6.011,16]heptadecan-9-one C(C1=CC=CC=C1)N1CC[C@]23[C@@H](C1)CCC(N3[C@H]3CCCC[C@@H]3O2)=O